CN(C(=O)CNC(=O)CN1C(=NC2=C3CC[C@@H](NC3=CC=C21)C)CCN2C(C=CC=C2)=O)C (7S)-3-({[(Dimethylcarbamoyl)methyl]carbamoyl}methyl)-7-methyl-2-[2-(2-oxo-1,2-dihydropyridin-1-yl)ethyl]-3H,6H,7H,8H,9H-imidazo[4,5-f]chinolin